3-[2-(methoxymethoxy)-6-methyl-4-(trifluoromethyl)phenyl]-5-methyl-9-[(3R)-1-methylpiperidin-3-yl]-6,7,8,9-tetrahydro-5H-pyridazino[3,4-b][1,4]diazepine COCOC1=C(C(=CC(=C1)C(F)(F)F)C)C1=CC2=C(N(CCCN2C)[C@H]2CN(CCC2)C)N=N1